CC(COCC(C(=O)N(C)OC)(C)C1=CC(=CC=C1)I)(CC#C)C 3-((2,2-Dimethylpent-4-yn-1-yl)oxy)-2-(3-iodophenyl)-N-methoxy-N,2-dimethylpropanamide